(2S,3R,4S,6R)-4-(dimethylamino)-2-(4-(1-(7-(hydroxyamino)-7-oxoheptyl)-1H-1,2,3-triazol-4-yl)phenoxy)-6-methyltetrahydro-2H-pyran-3-yl acetate C(C)(=O)O[C@H]1[C@@H](O[C@@H](C[C@@H]1N(C)C)C)OC1=CC=C(C=C1)C=1N=NN(C1)CCCCCCC(=O)NO